2-Fluoro-4-methoxy-N-(6-methoxy-4-((3-((trifluoromethyl)sulfonyl)phenyl)carbamoyl)pyridin-3-yl)nicotinamide FC1=C(C(=O)NC=2C=NC(=CC2C(NC2=CC(=CC=C2)S(=O)(=O)C(F)(F)F)=O)OC)C(=CC=N1)OC